C(C)(C)(C)OC(=O)N1CCC(CC1)(C)NC(C1=CC=C(C=C1)C#C)=O 4-((4-ethynylbenzoyl)amino)-4-methyl-piperidine-1-carboxylic acid tert-butyl ester